OC1=C(C2=CC=CC=C2C=C1C=O)C1=C(C(=CC2=CC=CC=C12)C=O)O (R)-2,2'-dihydroxy-[1,1'-binaphthyl]-3,3'-dicarboxaldehyde